quinazolin-1(2H)-carboxylic acid ethyl ester C(C)OC(=O)N1CN=CC2=CC=CC=C12